tert-butyl (E)-(2-((4-(4-(benzyloxy)phenyl)-5-oxo-4,5-dihydro-1H-1,2,4-triazol-1-yl)methyl)-3-fluoroallyl)carbamate C(C1=CC=CC=C1)OC1=CC=C(C=C1)N1C=NN(C1=O)C\C(\CNC(OC(C)(C)C)=O)=C\F